(6Z)-octadec-6-enoic acid C(CCCC\C=C/CCCCCCCCCCC)(=O)O